7-(8-chloronaphthalen-1-yl)-4-((S)-3-(cyanomethyl)-4-(2-fluoroacryloyl)piperazin-1-yl)-8-fluoro-2-((tetrahydro-1H-pyrrolizin-7a(5H)-yl)methoxy)-4a,8a-dihydroquinoline-3-acetonitrile ClC=1C=CC=C2C=CC=C(C12)C=1C=CC2C(=C(C(=NC2C1F)OCC12CCCN2CCC1)CC#N)N1C[C@@H](N(CC1)C(C(=C)F)=O)CC#N